FC1=CC=C(C=C1)C=1C=CC=C2C(=CC(=NC12)C1=CC=C(C=C1)OC)C(=O)NCCN1CCCCC1 8-(4-fluorophenyl)-2-(4-methoxyphenyl)-N-(2-piperidin-1-ylethyl)quinoline-4-carboxamide